2-methoxy-6-methyl-pyridin-3-ol COC1=NC(=CC=C1O)C